1,2-dimethylhydrazinide C[N-]NC